1-{4-[2-(2,4-difluorophenyl)-3-(pyridin-4-yl)-3H-imidazo[4,5-b]pyridin-5-yl]piperazin-1-yl}ethan-1-one FC1=C(C=CC(=C1)F)C1=NC=2C(=NC(=CC2)N2CCN(CC2)C(C)=O)N1C1=CC=NC=C1